C(C)(C)(C)OC(NC1CC=2C(=CSC2)C1)=O tert-butyl(5,6-dihydro-4H-cyclopenta[c]thiophen-5-yl)carbamate